3-(t-butoxycarbonylamino)benzaldehyde C(C)(C)(C)OC(=O)NC=1C=C(C=O)C=CC1